C(C)(=O)N1CC(=CCC1)C1=CC(=C2C=C(NC2=C1F)C(=O)O)Cl 6-(1-Acetyl-1,2,5,6-tetrahydropyridin-3-yl)-4-chloro-7-fluoro-1H-indole-2-carboxylic acid